COC=1C=C(C=CC1)C1=NC=2N(C(=C1)C)N(CC2C(=O)O)C(C(F)(F)F)C 5-(3-methoxyphenyl)-7-methyl-N-(1,1,1-trifluoropropan-2-yl)pyrazolo[1,5-a]Pyrimidine-3-carboxylic acid